N-hydroxy(phenyl)amide O[N-]C1=CC=CC=C1